(5-((dimethylamino)methyl)-1,3-phenylene)bis(methylene)bis(7-hexyltridecanoate) CN(C)CC=1C=C(C=C(C1)CC(C(=O)[O-])CCCCC(CCCCCC)CCCCCC)CC(C(=O)[O-])CCCCC(CCCCCC)CCCCCC